1-Para-fluorobenzyl-4-((4-phenyl-4,7-dihydro-5H-thieno[2,3-c]pyran-7-yl)methyl)piperazine (Z)-oct-3-en-1-yl-8-((6-((4,4-bis(octyloxy)butanoyl)oxy)hexyl)(2-hydroxyethyl)amino)octanoate C(C\C=C/CCCC)OC(CCCCCCCN(CCO)CCCCCCOC(CCC(OCCCCCCCC)OCCCCCCCC)=O)=O.FC1=CC=C(CN2CCN(CC2)CC2OCC(C3=C2SC=C3)C3=CC=CC=C3)C=C1